NCC(CC1=CC(=CC=C1)OCC1CCCCC1)=O 1-amino-3-(3-(cyclohexylmethoxy)phenyl)propan-2-one